N-(2-Methyl-1-(methylsulfonamido)propan-2-yl)-5-((3-(2,2,2-trifluoroethoxy)pyridin-2-yl)oxy)pyrazolo[1,5-a]pyridine-2-carboxamide CC(CNS(=O)(=O)C)(C)NC(=O)C1=NN2C(C=C(C=C2)OC2=NC=CC=C2OCC(F)(F)F)=C1